((1R,5S,6s)-6-((4-(2-aminopropan-2-yl)-6-(4-fluorophenyl)pyridin-2-yl)oxy)-3-azabicyclo[3.1.0]hexan-3-yl)(1-ethyl-3-(thiazol-4-yl)-1H-pyrazol-5-yl)methanone NC(C)(C)C1=CC(=NC(=C1)C1=CC=C(C=C1)F)OC1[C@@H]2CN(C[C@H]12)C(=O)C1=CC(=NN1CC)C=1N=CSC1